C(C=C)N1C(N(N=CC1=O)CC1=CC=CC=C1)=O 4-allyl-2-benzyl-1,2,4-triazine-3,5(2H,4H)-dione